3-(3-(5-((5-cyclopropyl-3-(2,6-dichlorophenyl)isoxazol-4-yl)methoxy)pyrazin-2-yl)-3-Methyl hydroxycyclobutyl)benzoate C1(CC1)C1=C(C(=NO1)C1=C(C=CC=C1Cl)Cl)COC=1N=CC(=NC1)C1(CC(C1)(C=1C=C(C(=O)[O-])C=CC1)O)C